ClC=1C=CC(=C(C1)C1=CC(=NC=C1C(=O)O)C(Br)Br)OC 4-(5-chloro-2-methoxyphenyl)-6-(dibromomethyl)nicotinic acid